2-(2-((tert-butyldimethylsilyl)oxy)ethyl)-4,5,6,7-tetrahydro-2H-benzo[d][1,2,3]triazole-5-carboxylate [Si](C)(C)(C(C)(C)C)OCCN1N=C2C(=N1)CCC(C2)C(=O)[O-]